isothiocyanato-phenanthroline C1=CC2=C(C3=C(C=C2)C=CC(=N3)N=C=S)N=C1